1-Ethoxycarbonyl-3-(1-methyl-1-morpholinoethyl)-thioxanthone C(C)OC(=O)C1=CC(=CC=2SC3=CC=CC=C3C(C12)=O)C(C)(N1CCOCC1)C